C1=CC=CC=2C3=CC=CC=C3C(C12)COC(=O)N1CCC(CC1)OC=1C=C2C(=C(C=NC2=CC1)C(=O)OCC)O ethyl 6-[[1-(9H-fluoren-9-ylmethoxycarbonyl)-4-piperidyl]oxy]-4-hydroxy-quinoline-3-carboxylate